C(C1=CC=CC=C1)NC[C@@]1(OC2=C([C@@H]1C)C(=C(C(=C2)F)Cl)C2=C(C#N)C=CC(=C2F)OC[C@H](C)OC2OCCCC2)C2=CC=CC=C2 2-((2S,3S,4R)-2-((benzylamino)methyl)-5-chloro-6-fluoro-3-methyl-2-phenyl-2,3-dihydrobenzofuran-4-yl)-3-fluoro-4-((2S)-2-((tetrahydro-2H-pyran-2-yl)oxy)propoxy)benzonitrile